FC1=CC=CC=C1 fluoro-benzene